acetic acid (2-bromo-4-fluoro-phenyl) ester BrC1=C(C=CC(=C1)F)OC(C)=O